C(C)C1CN(CCN1CC=1N=NC=CC1)C(=O)OC(C)(C)C tert-butyl 3-ethyl-4-(pyridazin-3-ylmethyl)piperazine-1-carboxylate